{[(4-chlorophenyl)methyl]amino}-N-(4-{2-[3-(1-hydroxy-isopropyl)azetidinyl]-2-oxoethyl}phenyl)carboxamide ClC1=CC=C(C=C1)CNC(=O)NC1=CC=C(C=C1)CC(=O)N1CC(C1)C(C)(C)O